OC(C)C1=C(C=CC(=C1)N1C[C@H]2CC[C@@H](C1)N2C)NC2=NC=C(C(=N2)NCCCN2CCOCCC2=O)C(F)(F)F 4-(3-((2-((2-(1-hydroxyethyl)-4-((1R,5S)-8-methyl-3,8-diazabicyclo[3.2.1]octan-3-yl)phenyl)amino)-5-(trifluoromethyl)pyrimidin-4-yl)amino)propyl)-1,4-oxazepan-5-one